(S)-1-(2,3-difluoro-6-(2-hydroxyethoxy)benzyl)-3,4-dimethyl-2-oxo-N-(2,4,6-trifluorobenzyl)-1,2,3,4-tetrahydroquinazoline-7-carboxamide FC1=C(CN2C(N([C@H](C3=CC=C(C=C23)C(=O)NCC2=C(C=C(C=C2F)F)F)C)C)=O)C(=CC=C1F)OCCO